CN(C(CS)CS)C 2-dimethylaminopropane-1,3-dithiol